C(C)(C)(C)OC(=O)N1CC(C1)C1=CC=C(C=C1)NC1=NC=C(C(=N1)C=1C=NN(C1)CCC#N)C tert-butyl-3-(4-((4-(1-(2-cyanoethyl)-1H-pyrazol-4-yl)-5-methylpyrimidin-2-yl)amino)phenyl)azetidine-1-carboxylate